CC1=CC=2C(=NNC(C2)=O)N1 6-methyl-7H-pyrrolo[2,3-c]pyridazin-3-one